5-hydroxy-N-isopropyl-2-methyl-2-(4-methylpent-3-en-1-yl)-7-pentyl-2H-chromene-6-carboxamide OC1=C2C=CC(OC2=CC(=C1C(=O)NC(C)C)CCCCC)(CCC=C(C)C)C